2-chloro-4-((3-hydroxy-3-methylcyclohexyl)amino)pyrimidine-5-carboxylic acid ClC1=NC=C(C(=N1)NC1CC(CCC1)(C)O)C(=O)O